2-(ethylthio)ethyl-7-(2-methoxyphenyl)-2-methyl-5-oxo-4-(3-thienyl)-1,4,5,6,7,8-hexahydro-3-quinolinecarboxylate C(C)SCCOC(=O)C1=C(NC=2CC(CC(C2C1C1=CSC=C1)=O)C1=C(C=CC=C1)OC)C